C1(CCCCCC1)NC(CN1N=C(C=CC1=O)C1=CC2=C(OCCCO2)C=C1)=O N-cycloheptyl-2-(3-(3,4-dihydro-2H-benzo[b][1,4]dioxepin-7-yl)-6-oxopyridazin-1(6H)-yl)acetamide